NC[C@H]1N(CCC2=CC=CC(=C12)O[C@@H]1CN(CC1)C(=O)C1=CN=CS1)C(=O)[C@H]1[C@H](CCCC1)C(=O)NC (1s,2r)-2-((S)-1-(aminomethyl)-8-(((S)-1-(thiazole-5-carbonyl)pyrrolidin-3-yl)oxy)-1,2,3,4-tetrahydroisoquinolin-2-carbonyl)-N-methylcyclohexane-1-carboxamide